OC1CC=C(CC1)C(=O)O 4-hydroxy-1-cyclohexene-1-carboxylic acid